C(#N)C1=C(C=CC=C1)SC=1C=2N(C=C(C1)C=1C=NN(C1)[C@@H]1CN(CC1)CCO)N=CC2C#N (S)-4-((2-cyanophenyl)thio)-6-(1-(1-(2-hydroxyethyl)pyrrolidin-3-yl)-1H-pyrazol-4-yl)pyrazolo[1,5-a]pyridine-3-carbonitrile